ClC1=NN2C(N=CC(=C2C(C)C)NC(OC(C)(C)C)=O)=N1 tert-butyl (2-chloro-7-isopropyl-[1,2,4]triazolo[1,5-a]pyrimidin-6-yl)carbamate